FC=1C(=NC(=NC1)N[C@@H]1CC[C@H](CC1)NC(C)=O)C1=CC(=NC=C1)C1(CCC1)O trans-N-(4-((5-fluoro-4-(2-(1-hydroxycyclobutyl)pyridin-4-yl)pyrimidin-2-yl)amino)cyclohexyl)acetamide